N-(3-((4-Chloro-2-fluorophenyl)ethynyl)-1-methyl-1H-pyrrolo[2,3-b]pyridin-5-yl)acrylamide ClC1=CC(=C(C=C1)C#CC1=CN(C2=NC=C(C=C21)NC(C=C)=O)C)F